7-(trifluoromethyl)spiro[chromane-2,1'-cyclopentan]-4-one FC(C1=CC=C2C(CC3(CCCC3)OC2=C1)=O)(F)F